(2R)-2-[[4-(2-Chloro-4-fluoro-phenyl)-7-quinolyl]oxy]-1-morpholino-propan-1-on ClC1=C(C=CC(=C1)F)C1=CC=NC2=CC(=CC=C12)O[C@@H](C(=O)N1CCOCC1)C